4-methoxy-2-methyl-2-phenyl-1,2-dihydroquinoline COC1=CC(NC2=CC=CC=C12)(C1=CC=CC=C1)C